Cl.NC1(CC1)CC1=NC(=NO1)C=1C=C(C=NC1)[C@@](O)(C1=CC=C(C=C1)C(C)C)C1(CN(C1)C)C (R)-{5-[5-(1-Amino-cyclopropylmethyl)-[1,2,4]oxadiazol-3-yl]-pyridin-3-yl}-(1,3-dimethyl-azetidin-3-yl)-(4-isopropyl-phenyl)-methanol, hydrochloride salt